eugenol sodium salt [Na].C=1(C(O)=CC=C(CC=C)C1)OC